(R)-2-(2-((2,5-Bis(trifluoromethyl)pyrazolo[1,5-a]pyrimidin-7-yl)amino)-1-(4-fluorophenyl)ethyl)-7-oxa-2,5-diazaspiro[3.4]octan-6-one FC(C1=NN2C(N=C(C=C2NC[C@@H](C2=CC=C(C=C2)F)N2CC3(C2)NC(OC3)=O)C(F)(F)F)=C1)(F)F